CN(C1(CCC2(CN(C(N2)=O)C=2C=NC(=NC2)N2CCN(CC2)CC(=O)N)CC1)C1=CC=CC=C1)C cis-2-[4-[5-(8-dimethylamino-2-oxo-8-phenyl-1,3-diazaspiro[4.5]decan-3-yl)-pyrimidin-2-yl]-piperazin-1-yl]-acetamide